CCCCCCCCCCCCCCCCC(=O)OC[C@H](COP(=O)(O)OC[C@H](CO)O)OC(=O)CCCCCCC/C=C\CCCCC 1-heptadecanoyl-2-(9Z-pentadecenoyl)-glycero-3-phospho-(1'-sn-glycerol)